2-(4-iodophenyl)-4,5-dihydro-oxazole IC1=CC=C(C=C1)C=1OCCN1